C(CCCCCCCCCCCCCCCCCCC)(=O)OC=1C=CC=2C[C@@H]3[C@@H]4CCC([C@H]5[C@@]4(C2C1O5)CCN3C)=O Hydromorphone eicosanate